2-(2-Ethyl-4-methyl-7-oxo-4,7-dihydrothieno[2,3-c]pyridin-6(5H)-yl)-N-(pyrimidin-2-yl)acetamide C(C)C1=CC2=C(C(N(CC2C)CC(=O)NC2=NC=CC=N2)=O)S1